3,3,4,4,5,5-hexafluoro-1,2-bis(perfluorobut-2-yl)cyclopent-1-ene dimethyl-5-oxaazelate COC(CCCOCCCC(=O)OC)=O.FC1(C(=C(C(C1(F)F)(F)F)C(C(F)(F)F)(C(C(F)(F)F)(F)F)F)C(C(F)(F)F)(C(C(F)(F)F)(F)F)F)F